3-((3,5-dichloro-4-((5-isopropyl-6-oxo-1,6-dihydropyridazin-3-yl)oxy)phenyl)amino)butyric acid ClC=1C=C(C=C(C1OC1=NNC(C(=C1)C(C)C)=O)Cl)NC(CC(=O)O)C